CC=1C(C2=CC=C(C=C2C(C1)=O)O)=O 2-methyl-6-hydroxy-1,4-naphthoquinone